ClC1=CC=C(C=C1)C(C=O)(C)C=1N=C(SC1)CC(=O)N (4-(2-(4-chlorophenyl)-1-oxopropan-2-yl)thiazol-2-yl)acetamide